ClC=1C=NC(=NC1)C1CC2(CC(C2)C2C(CC2)[C@@H](O)NC=2C3=C(N=CN2)CCS3=O)C1 (R)-2-(6-(5-Chloropyrimidin-2-yl)spiro[3.3]heptan-2-yl)-5-oxo-(6,7-dihydrothieno[3,2-d]pyrimidin-4-yl)amino-cyclobutyl-methanol